4-isopropylimidazolidin-2-imine C(C)(C)C1NC(NC1)=N